C(C)(C)(C)OC(=O)NC1=C(C=C(C=N1)NC(C(=O)O)=O)C 2-((6-((tert-Butoxycarbonyl)amino)-5-methylpyridin-3-yl)amino)-2-oxoacetic acid